(R)-1-(3-(1-(4-(2-fluoro-3-methoxyphenoxy)phenyl)-8-methylimidazo[1,5-a]pyrazin-3-yl)pyrrolidin-1-yl)but-2-yn-1-one FC1=C(OC2=CC=C(C=C2)C=2N=C(N3C2C(=NC=C3)C)[C@H]3CN(CC3)C(C#CC)=O)C=CC=C1OC